C(C1=CC=CC=C1)OC(NCCC1=CC=C(C=C1)NCC1COC1)=O 4-((oxetan-3-ylmethyl)amino)phenethylcarbamic acid benzyl ester